4-{[2-chloro-3-(morpholine-4-carbonyl)phenyl]amino}-3-cyclopropyl-N-[(2E)-imidazolidin-2-ylidene]benzamide ClC1=C(C=CC=C1C(=O)N1CCOCC1)NC1=C(C=C(C(=O)N=C2NCCN2)C=C1)C1CC1